3-(2-(3-(((S)-2-((S)-2-acetamido-4-(tert-butoxy)-4-oxobutanoylamino)-4-phenylbutanoylamino)methyl)-4-methoxyphenoxy)ethyl)piperidine-1-carboxylic acid tert-butyl ester C(C)(C)(C)OC(=O)N1CC(CCC1)CCOC1=CC(=C(C=C1)OC)CNC([C@H](CCC1=CC=CC=C1)NC([C@H](CC(=O)OC(C)(C)C)NC(C)=O)=O)=O